2-(5-amino-2,2-dimethylpiperidin-1-yl)ethanol NC1CCC(N(C1)CCO)(C)C